FC(OC1=CC=C(C=C1)SCC(=O)C1=NC=C(C=C1)C1=NOC(=N1)C(F)(F)F)(F)F 2-((4-(trifluoromethoxy)phenyl)thio)-1-(5-(5-(trifluoromethyl)-1,2,4-oxadiazol-3-yl)pyridin-2-yl)ethan-1-one